C(#N)C1N(CCOC1)C1=C(C(=O)O)C=C(C(=C1)C1=CC=CC=2CN(COC21)C(C2=C(C=C(C=C2Cl)N2CCN(CC2)CCOC)Cl)=O)F (3-cyanomorpholin-4-yl)-4-[3-[2,6-dichloro-4-[4-(2-methoxyethyl)piperazin-1-yl]benzoyl]-2,4-dihydro-1,3-benzoxazin-8-yl]-5-fluorobenzoic acid